C[Si](C(C)C=1C(=C(C(=C(C1)[SiH](C)C)CC[SiH2]CNCCC[Si](OC)(OC)OC)[SiH](C)C)N(CC)CC)(OC)OC 1-methyldimethoxysilylethyldimethylsilyl-4-(diethylamino)(trimethoxysilylpropylamino)methylsilylethyldimethylsilylbenzene